2-vinylcyclopropane-1-carboxylic acid methyl ester COC(=O)C1C(C1)C=C